C(C1=CC=CC=C1)OC=1C(=C(C=C(C1F)C(F)(F)F)C1=NN(C2=NC(=NC=C21)N(C2CCC(N(C2)C(=O)OC(C)(C)C)C2=CC=CC=C2)C)C)F tert-Butyl 5-((3-(3-(benzyloxy)-2,4-difluoro-5-(trifluoromethyl)phenyl)-1-methyl-1H-pyrazolo[3,4-d]pyrimidin-6-yl)(methyl)amino)-2-phenylpiperidine-1-carboxylate